C(CCCCCCCCCCCS)S dodecane-1,12-dithiol